(S)-1-(5-(3,5-dimethylisoxazol-4-yl)-1H-pyrrole-2-carbonyl)-N-(3,4,5-trifluorophenyl)pyrrolidine-3-carboxamide CC1=NOC(=C1C1=CC=C(N1)C(=O)N1C[C@H](CC1)C(=O)NC1=CC(=C(C(=C1)F)F)F)C